2-Benzyl pyrrole-2-carboxylate N1C(=CC=C1)C(=O)OCC1=CC=CC=C1